tert-butyl (3aR,6aS)-2-(4-fluoro-2-methyl-phenyl)-3a,6a-dimethyl-1,3,4,6-tetrahydropyrrolo[3,4-c]pyrrole-5-carboxylate FC1=CC(=C(C=C1)N1C[C@]2(CN(C[C@]2(C1)C)C(=O)OC(C)(C)C)C)C